C(C)N(C(=O)N[C@H](C(F)(F)F)CCC(F)(F)F)[C@H](C(F)(F)F)C1=NC=C(C(=C1)C=1C=C(C2=C(N(C=N2)C)C1)OC)OC 1-ethyl-3-((S)-1,1,1,5,5,5-hexafluoropentan-2-yl)-1-((S)-2,2,2-trifluoro-1-(5-methoxy-4-(4-methoxy-1-methyl-1H-benzo[d]imidazol-6-yl)pyridin-2-yl)ethyl)urea